4-[[4-[3-(difluoromethyl)-1-piperidyl]-5-(trifluoromethyl)pyrimidin-2-yl]amino]-3-methyl-benzenesulfonyl chloride FC(C1CN(CCC1)C1=NC(=NC=C1C(F)(F)F)NC1=C(C=C(C=C1)S(=O)(=O)Cl)C)F